3-(4-methoxybenzylidene)benzofuran-2(3H)-one COC1=CC=C(C=C2C(OC3=C2C=CC=C3)=O)C=C1